5-amino-8-[2-chloro-6-(hydroxymethyl)-4-pyridinyl]-2-[(5-methyl-oxazol-4-yl)methyl]-7-phenyl-[1,2,4]triazolo[4,3-c]pyrimidin-3-one NC1=NC(=C(C=2N1C(N(N2)CC=2N=COC2C)=O)C2=CC(=NC(=C2)CO)Cl)C2=CC=CC=C2